3-(2-Phenyl-3-(3-phenylpropanoyl)-1H-indol-1-yl)propanamide C1(=CC=CC=C1)C=1N(C2=CC=CC=C2C1C(CCC1=CC=CC=C1)=O)CCC(=O)N